C(#N)[C@@]1([C@@H](OC1)C)NS(=O)(=O)C=1C=C2C(N(C(N(C2=CC1)CC)=O)CC)=O N-((2S,3R)-3-cyano-2-methyloxetan-3-yl)-1,3-diethyl-2,4-dioxo-1,2,3,4-tetrahydroquinazoline-6-sulfonamide